N=1NC2=C3C1C1=CC=CC=C1C(C3=CC=C2)=O 2H-anthra[1,9-cd]pyrazol-6-one